4-(((benzyloxy)carbonyl)amino)-3-methylisoxazol C(C1=CC=CC=C1)OC(=O)NC=1C(=NOC1)C